COCC(C(=O)N(CC1=CC(=C(C(=C1)F)F)F)C)(C)C 3-methoxy-N,2,2-trimethyl-N-(3,4,5-trifluorobenzyl)propionamide